4-((4-((2S,6R)-2,6-dimethylmorpholino)-6-((5-(5-phenyl-1,3,4-oxadiazol-2-yl)thiazole-2-yl)amino)pyrimidin-2-yl)amino)bicyclo[2.2.2]octan-1-ol C[C@@H]1O[C@@H](CN(C1)C1=NC(=NC(=C1)NC=1SC(=CN1)C=1OC(=NN1)C1=CC=CC=C1)NC12CCC(CC1)(CC2)O)C